(4R,4aR,7S,7aR,12bS)-9-((4-methoxybenzyl)oxy)-3-methyl-2,3,4,4a,7,7a-hexahydro-1H-4,12-methanobenzofuro[3,2-e]isoquinolin-7-ol COC1=CC=C(COC2=CC=C3C4=C2O[C@@H]2[C@]45CCN([C@@H]([C@@H]5C=C[C@@H]2O)C3)C)C=C1